5-(5-chloro-2-(3-(ethylamino)-4,5-dimethylphenylamino)pyrimidin-4-ylamino)benzo[d]oxazol-2(3H)-one formate salt C(=O)O.ClC=1C(=NC(=NC1)NC1=CC(=C(C(=C1)C)C)NCC)NC=1C=CC2=C(NC(O2)=O)C1